ClC=1C=C(COC(=O)NC=2C=CC=C3CC[C@H](OC23)C(=O)O)C=CC1Cl (S)-8-((((3,4-dichlorobenzyl)oxy)carbonyl)amino)chromane-2-carboxylic acid